C(C1=CC=CC=C1)OC1=NC(=CC=C1N1C(N(C2=C1C=CC(=C2F)N2CCC(CC2)C(OC)OC)C)=O)OCC2=CC=CC=C2 1-(2,6-bis(benzyloxy)pyridin-3-yl)-5-(4-(dimethoxymethyl)piperidin-1-yl)-4-fluoro-3-methyl-1,3-dihydro-2H-benzo[d]imidazol-2-one